C(C)OC(=O)C1CN(CC1=O)C(=O)OC(C)(C)C 4-oxopyrrolidine-1,3-dicarboxylic acid 1-(tert-butyl) ester 3-ethyl ester